1,1,1,3,3,3-hexafluoropropan-2-yl (S)-1-(methyl(pyridin-3-yl)carbamoyl)-6-azaspiro[2.5]octane-6-carboxylate CN(C(=O)[C@H]1CC12CCN(CC2)C(=O)OC(C(F)(F)F)C(F)(F)F)C=2C=NC=CC2